CN(C1=CC=C(C=C1)C1(C(C(C(=O)[O-])=CC=C1)C(=O)[O-])C1=CC=C(C=C1)N(C)C)C 3,3-bis(p-dimethylaminophenyl)-phthalate